2-(4-((5-chloro-4-((2-(isopropylsulfonyl)phenyl)amino)pyrimidin-2-yl)amino)-5-methoxy-2-methylphenyl)acetaldehyde ClC=1C(=NC(=NC1)NC1=CC(=C(C=C1OC)CC=O)C)NC1=C(C=CC=C1)S(=O)(=O)C(C)C